C(C)(C)N1[C@H](CCC1)C(=O)NC=1C=C(C(=NC1)C)NC(=O)C=1C=NN2C1SC(=C2)C=2C=NN(C2)CCOC (R)-N-(5-(1-isopropylpyrrolidine-2-carboxamido)-2-methylpyridin-3-yl)-2-(1-(2-methoxyethyl)-1H-pyrazol-4-yl)pyrazolo[5,1-b]thiazole-7-carboxamide